CN1N=NC2=C1CN(C=1C(=CC=CC21)NC2=C(N=NC(=C2)NC(=O)[C@@H]2[C@H](C2)F)C(=O)NC([2H])([2H])[2H])C |o1:24,25| rel-4-((3,5-dimethyl-4,5-dihydro-3H-[1,2,3]triazolo[4,5-c]quinolin-6-yl)amino)-6-((1R,2S)-2-fluorocyclopropane-1-carboxamido)-N-(methyl-d3)pyridazine-3-carboxamide